CN(C)CC1CCC(CC1(O)C1=CC(=CC=C1)OC)O 6-dimethylaminomethyl-1-(3-methoxy-phenyl)-cyclohexane-1,3-diol